3-(5-(7-(1-methyl-1H-pyrazol-4-yl)quinazolin-5-yl)pyrazin-2-yl)-3,6-diazabicyclo[3.1.1]heptane CN1N=CC(=C1)C1=CC(=C2C=NC=NC2=C1)C=1N=CC(=NC1)N1CC2NC(C1)C2